6-(imidazo[1,2-a]pyridin-2-yl)-2-methoxyimidazo[2,1-b][1,3,4]thiadiazole N=1C(=CN2C1C=CC=C2)C=2N=C1SC(=NN1C2)OC